FC1(OC2=C(O1)C=CC=C2CCNS(=O)(=O)C=2C=CC1=C(C(=C(O1)C(=O)O)C)C2)F 5-(N-(2-(2,2-difluorobenzo[d][1,3]dioxol-4-yl)ethyl)sulfamoyl)-3-methylbenzofuran-2-carboxylic acid